C(#N)C=1C(=CC(=NC1)NC(N(C)C1=NC(=C(C=C1)CN1C(CN(CC1)C)=O)C=O)=O)N1CC2(CCCO2)CC1 3-(5-cyano-4-(1-oxa-7-azaspiro[4.4]nonan-7-yl)pyridin-2-yl)-1-(6-formyl-5-((4-methyl-2-oxopiperazin-1-yl)methyl)pyridin-2-yl)-1-methylurea